N6-[(2,2,2-trichloroethoxy)carbonyl]-L-lysine hydrochloride Cl.ClC(COC(=O)NCCCC[C@H](N)C(=O)O)(Cl)Cl